COC(=O)C1(CC1)C1=CC=C(C=C1)Br.FC1=C(C(=CC=C1CC(C)C)C=1N=NNN1)N1C[C@@H](N(CC1)CC=1N=NC=CC1)C 3-[[(2S)-4-[2-fluoro-3-isobutyl-6-(2H-tetrazol-5-yl)phenyl]-2-methyl-piperazin-1-yl]methyl]pyridazine methyl-1-(4-bromophenyl)cyclopropanecarboxylate